potassium 3,4-bis(butoxycarbonyl)-2-hydroxybenzenesulfonate C(CCC)OC(=O)C=1C(=C(C=CC1C(=O)OCCCC)S(=O)(=O)[O-])O.[K+]